7-morpholino-phthalazin-1-amine O1CCN(CC1)C1=CC=C2C=NN=C(C2=C1)N